2-(2-chlorobenzylidene)hydrazine-carboximidamide acetate salt C(C)(=O)O.ClC1=C(C=NNC(N)=N)C=CC=C1